N(N)C(=S)S.CC1=C(C=2N(C3=CC=CC=C3C2C=C1)C)C=O methyl-formyl-9-methyl-carbazole hydrazinodithioformate